4-cyano-3-fluorobenzene boron [B].C(#N)C1=C(C=CC=C1)F